NC1=NC=CC=C1C1=NC=2C(=NC(=CC2)C2=CC=CC=C2)N1C1=CC=C(C(=O)N2CCC(CC2)NC=2C(C(C2OC)=O)=O)C=C1 3-((1-(4-(2-(2-aminopyridin-3-yl)-5-phenyl-3H-imidazo[4,5-b]pyridin-3-yl)benzoyl)piperidin-4-yl)amino)-4-methoxycyclobut-3-ene-1,2-dione